CCN(CC)C(=S)S The molecule is a member of the class of dithiocarbamic acids that is diethylcarbamic acid in which both of the oxygens are replaced by sulfur. It has a role as a chelator. It is a conjugate acid of a diethyldithiocarbamate.